[OH-].OCC[N+](C)(C)C (2-hydroxy-ethyl)trimethyl-ammonium hydroxide